methyl 2-amino-5-fluoro-4-hydroxybenzoate NC1=C(C(=O)OC)C=C(C(=C1)O)F